BrCC=CC(=O)N(C)C(C(=O)NCCC=1C=C(C=CC1)NC=1C(=NC(=C(N1)N(C)C)C)C(=O)N)C 3-((3-(2-(2-(4-bromo-N-methylbut-2-enamido)propanamido)ethyl)phenyl)amino)-5-(dimethylamino)-6-methylpyrazine-2-carboxamide